tert-Butyl {[1-(2-cyclopentylethyl)-5-oxo-4,5-dihydro-1H-pyrazol-3-yl]methyl}methylcarbamate C1(CCCC1)CCN1N=C(CC1=O)CN(C(OC(C)(C)C)=O)C